COC1=CC=C(C=C1)NCC#CC1=CC(=C2C=CN(C2=C1)CC(F)(F)F)NC1CCN(CC1)C 6-(3-p-anisidino-1-propynyl)-4-(1-methyl-4-piperidylamino)-1-(2,2,2-trifluoroethyl)indole